C(C)(C)(C)[Si](OCC=O)(C)C 2-[tert-butyl-(dimethyl)silyl]Oxyacetaldehyde